(4-(4-hydroxyphenylisopropyl)-phenoxy)-methan OC1=CC=C(C=C1)C(C)(C)C1=CC=C(OC)C=C1